O1C(COC2=C1C=CC=C2)C2=CC=C(CNCC(=O)N1CCCC1)C=C2 2-{[4-(2,3-dihydro-1,4-benzodioxin-2-yl)benzyl]amino}-1-(pyrrolidin-1-yl)ethanone